((4r,5s,7r,8r,9s,10r)-8,10-dihydroxy-7-(hydroxymethyl)-9-(4-(3,4,5-trifluorophenyl)-1H-1,2,3-triazol-1-yl)-1,6-dioxaspiro[4.5]dec-4-yl)benzo[b]thiophene-5-carboxamide O[C@H]1[C@H](O[C@@]2([C@@H](CCO2)C2=CC3=C(S2)C=CC(=C3)C(=O)N)[C@@H]([C@H]1N1N=NC(=C1)C1=CC(=C(C(=C1)F)F)F)O)CO